NC1=NC(N(C=C1)[C@@H]1O[C@@]([C@H]([C@@H]1C)O)(CO)CCl)=O 4-amino-1-((2R,3S,4S,5R)-5-(chloromethyl)-4-hydroxy-5-(hydroxymethyl)-3-methyltetrahydrofuran-2-yl)pyrimidin-2(1H)-one